BrC=1C=NN(C1C1=C(C2=CC3=CC4=CC=CC=C4C=C3C=C2C=C1F)C#N)C 2-(4-bromo-1-methyl-1H-pyrazol-5-yl)-3-fluoro-1-naphthacene-carbonitrile